CC1=C(C=C2C(N(C=NC2=C1C)[C@H]1CCOC[C@@H]1O)=O)CC1=CC=C(C=C1)C(NCCN1CCOCC1)=O 1,5-anhydro-2,3-dideoxy-3-(7,8-dimethyl-6-(4-((2-(morpholin-4-yl)ethyl)carbamoyl)benzyl)-4-oxoquinazolin-3(4H)-yl)-L-threo-pentitol